COC(=O)C=1C=CC2=C(N(C(=N2)CC2=C3C=CNC3=C(C=C2)Br)CC2OCC2)C1 (7-bromo-1H-indol-4-yl)methyl-1-(oxetane-2-ylmethyl)-1H-benzo[d]imidazole-6-carboxylic acid methyl ester